tris(isocyanato-hexyl)biuret N(=C=O)CCCCCCN(C(N(CCCCCCN=C=O)CCCCCCN=C=O)=O)C(=O)N